BrC=1C=NN(C1)CC1=CC=C(C=C1)C1=NOC(=N1)C(F)(F)F 3-[4-[(4-bromopyrazol-1-yl)methyl]phenyl]-5-(trifluoromethyl)-1,2,4-oxadiazole